O1CCNC(C2=C1C=NC=C2)=O 3,4-Dihydro-2H-Pyrido[4,3-F][1,4]Oxazepin-5-One